(R)-2-(2-chloro-6-((1-(3-(difluoromethyl)-2-fluorophenyl)ethyl)amino)-5-(1,3-Dioxolan-2-yl)pyrimidin-4-yl)ethyl acetate C(C)(=O)OCCC1=NC(=NC(=C1C1OCCO1)N[C@H](C)C1=C(C(=CC=C1)C(F)F)F)Cl